OC1=C(C(N(C(C1)C1=CC=C(C=C1)C(F)(F)F)C)=O)C(NC1=CC=C(C=C1)C(F)(F)F)=S 4-hydroxy-1-methyl-2-oxo-N,6-bis(4-(trifluoromethyl)phenyl)-1,2,5,6-tetrahydropyridine-3-carbothioamide